5-bromo-3-fluoropyridin BrC=1C=C(C=NC1)F